NC1=C2C(=C(C(=C3C=CC4=CC=CC(=C1)C4=C32)S(=O)(=O)O)S(=O)(=O)O)S(=O)(=O)O aminopyrenetrisulfonic acid